1-(octyloxy)dodeca-1,11-diene C(CCCCCCC)OC=CCCCCCCCCC=C